N[C@@H](C(=O)N(C[C@H]1CN(C(O1)=O)C1=CC(=C(C=C1)N1CCOCC1)F)CC1=CC=CC=C1)CCCNC(=N)N (R)-2-amino-N-benzyl-N-(((S)-3-(3-fluoro-4-morpholinophenyl)-2-oxooxazolidin-5-yl)methyl)-5-guanidino-pentanamide